BrC1=C(N=C(C=2N1N=CC2)N2CCC1(CC2)CC2=C(C=NC(=C2)OC)[C@H]1N[S@](=O)C(C)(C)C)C (R)-N-[(7S)-1'-(7-bromo-6-methyl-pyrazolo[1,5-a]pyrazin-4-yl)-3-methoxy-spiro[5,7-dihydro-cyclopenta[c]pyridin-6,4'-piperidin]-7-yl]-2-methyl-propane-2-sulfinamide